ethyl (4S,5R)-3-(3,4-difluoro-2-methoxyphenyl)-4-methoxy-5-methyl-5-(trifluoromethyl)-4,5-dihydrofuran-2-carboxylate FC=1C(=C(C=CC1F)C1=C(O[C@]([C@H]1OC)(C(F)(F)F)C)C(=O)OCC)OC